NCCN[C@@H]1CC[C@H](CC1)CC(=O)N[C@@H]1B(OC2=C(C1)C=CC=C2)O (R)-3-(2-(trans-4-(2-Aminoethyl-amino)cyclohexyl)acetamido)-2-hydroxy-3,4-dihydro-2H-benzo[e][1,2]oxaborinin